5-((2-oxabicyclo(2.1.1)hexan-4-yl)methoxy)-1,3,4-thiadiazol-2-amine C12OCC(C1)(C2)COC2=NN=C(S2)N